5-(4-(4-(trifluoromethyl)phenyl)-1H-1,2,3-triazol-1-yl)-[1,1'-biphenyl]-3-carboxylic acid methyl ester COC(=O)C=1C=C(C=C(C1)N1N=NC(=C1)C1=CC=C(C=C1)C(F)(F)F)C1=CC=CC=C1